(2S)-3-(2-cyanophenyl)-2-[9H-fluoren-9-ylmethoxycarbonyl-(methyl)amino]propanoic acid C(#N)C1=C(C=CC=C1)C[C@@H](C(=O)O)N(C)C(=O)OCC1C2=CC=CC=C2C=2C=CC=CC12